COC=1C=CC(=NC1)COC=1C=CC2=C(N=C(O2)N2CC=3C(CC2)=NNC3)C1 5-[(5-methoxypyridin-2-yl)methoxy]-2-{2h,4h,5h,6h,7h-pyrazolo[4,3-c]pyridin-5-yl}-1,3-benzoxazole